N-(6-cyano-1-cyclobutyl-7-(trifluoromethyl)-1H-benzo[d]imidazol-2-yl)-3,3-dimethylbutanamide C(#N)C=1C=CC2=C(N(C(=N2)NC(CC(C)(C)C)=O)C2CCC2)C1C(F)(F)F